Tert-butyl 3-[(4-{4-fluoro-2-[(3R)-3-methylmorpholine-4-carbonyl]phenyl}-1-methyl-1H-indazol-6-yl)methyl]azetidine-1-carboxylate FC1=CC(=C(C=C1)C1=C2C=NN(C2=CC(=C1)CC1CN(C1)C(=O)OC(C)(C)C)C)C(=O)N1[C@@H](COCC1)C